3-bromo-9-(4-((3,3-difluoroazetidin-1-yl)carbonyl)phenyl)-2-(trifluoromethyl)-4H-pyrido[1,2-a]pyrimidin-4-one BrC1=C(N=C2N(C1=O)C=CC=C2C2=CC=C(C=C2)C(=O)N2CC(C2)(F)F)C(F)(F)F